ClC=1C(=C(C=CC1Cl)O)[C@@H]1CC2=NN=C(N2C1)C1CCOCC1 (S)-3,4-dichloro-2-(3-(tetrahydro-2H-pyran-4-yl)-6,7-dihydro-5H-pyrrolo[2,1-c][1,2,4]triazol-6-yl)phenol